2-{1-[5-(Trifluoromethyl)pyrimidin-2-yl]piperidin-4-yl}propanoic acid FC(C=1C=NC(=NC1)N1CCC(CC1)C(C(=O)O)C)(F)F